1-chloro-N,N,2-trimethyl-1-propenamine ClC(=C(C)C)N(C)C